FMOC-AZA-L-LEUCINE CN(C)C[C@@H](C(=O)O)NC(=O)OCC1C2=CC=CC=C2C3=CC=CC=C13